(R)-N-(4-Cyanobenzyl)-6-((1-((3-hydroxy-2-methyl-4-(methylamino)butan-2-yl)sulfonyl)cyclopropyl)methyl)-1-methyl-7-oxo-4,5,6,7-tetrahydro-1H-pyrazolo[3,4-c]pyridine-3-carboxamide C(#N)C1=CC=C(CNC(=O)C2=NN(C=3C(N(CCC32)CC3(CC3)S(=O)(=O)C(C)([C@@H](CNC)O)C)=O)C)C=C1